C(C)(C)(C)OC(=O)N1[C@H](CN(CC1)CC1=C(C(=CC(=C1)C(F)F)[N+](=O)[O-])C)C (2S)-4-[[5-(difluoromethyl)-2-methyl-3-nitro-phenyl]methyl]-2-methyl-piperazine-1-carboxylic acid tert-butyl ester